ethyl 2-[4-(difluoromethyl)-7-methyl-6-(4-morpholinophenyl)indazol-2-yl]-2-spiro[6,7-dihydropyrrolo[1,2-c]imidazole-5,1'-cyclopropane]-1-yl-acetate FC(C=1C2=CN(N=C2C(=C(C1)C1=CC=C(C=C1)N1CCOCC1)C)C(C(=O)OCC)C1=C2N(C=N1)C1(CC1)CC2)F